FC1=CC=C(C=C1)C1CCN1CCC(=O)N1CC2CCC(C1)N2C2=NC=C(C#N)C=C2 6-(3-(3-(4-(4-fluorophenyl)azetidin-1-yl)propanoyl)-3,8-diazabicyclo[3.2.1]octan-8-yl)nicotinonitrile